2-[3,5-dichloro-4-(1-ethyl-6-oxo-1,6-dihydropyridazin-3-yl)oxy-phenyl]-3,5-dioxo-1,2,4-triazine-6-carbonitrile ClC=1C=C(C=C(C1OC1=NN(C(C=C1)=O)CC)Cl)N1N=C(C(NC1=O)=O)C#N